6-bromo-4-fluoro-2-(8-methyl-2,8-diazaspiro[4.5]dec-2-yl)benzo[d]oxazole BrC1=CC2=C(N=C(O2)N2CC3(CC2)CCN(CC3)C)C(=C1)F